ClC1=C(SC(=C1)C#CC1CC1)C=1C=CC(=NC1)NC(C1=C(C=CC=C1F)F)=O N-(5-(3-chloro-5-(cyclopropylethynyl)thiophen-2-yl)pyridin-2-yl)-2,6-difluorobenzamide